FC1=C(C=CC(=C1F)C=1C=NN(C1)C1OCCCC1)C=1CCN(CC1)C(=O)OC(C)(C)C tert-butyl 4-(2,3-difluoro-4-(1-(tetrahydro-2H-pyran-2-yl)-1H-pyrazol-4-yl) phenyl)-3,6-dihydropyridine-1(2H)-carboxylate